2-(ethyl(2-ethyl-7-fluoro-5-(2-(trifluoromethyl)piperazin-1-yl)-2H-indazol-3-yl)amino)-4-(4-fluorophenyl)thiazole-5-carbonitrile C(C)N(C=1SC(=C(N1)C1=CC=C(C=C1)F)C#N)C=1N(N=C2C(=CC(=CC12)N1C(CNCC1)C(F)(F)F)F)CC